1-(1,3-Bis(palmitoyloxy)propan-2-yl) 10-(4-(6-hydroxy-3-(4-(2-(piperidin-1-yl)ethoxy)benzoyl)benzo[b]thiophen-2-yl)phenyl) decanedioate C(CCCCCCCCC(=O)OC1=CC=C(C=C1)C1=C(C2=C(S1)C=C(C=C2)O)C(C2=CC=C(C=C2)OCCN2CCCCC2)=O)(=O)OC(COC(CCCCCCCCCCCCCCC)=O)COC(CCCCCCCCCCCCCCC)=O